[Cl-].[Cl-].BrC=1C=C(C=CC1)C(=[Zr+2](C1(C(C(C(C2(C3C(=C4C=5C=CC=CC5CC4=C21)C=CCC3)C)(C)C)(C)C)(C)C)C)C3C=CC=C3)C3=CC(=CC=C3)Br di-(m-bromophenyl)methylene(cyclopentadienyl)(octamethyloctahydrodibenzofluorenyl)zirconium dichloride